6-chloro-4H-[1,3]dioxin ClC1=CCOCO1